NC=1C(=NC(=CC1CO)Cl)Cl (3-amino-2,6-dichloropyridin-4-yl)methanol